FC(CO)(F)C=1C(=C(C=CC1)[C@@H](C)NC1=NC(=NC2=CC3=C(C=C12)N(C([C@@H](O3)C)=O)C)C)F (S)-4-(((R)-1-(3-(1,1-Difluoro-2-hydroxyethyl)-2-fluorophenyl)ethyl)amino)-2,6,8-trimethyl-6H-[1,4]oxazino[3,2-g]quinazolin-7(8H)-one